C(CCCC)[Sn](N(C)C)(N(C)C)N(C)C n-amyltris(dimethylamino)tin